O=C1C=C(N=CN1CC1CCN(CC1)C(=O)OC(C)(C)C)C1=CC=CC=C1 tert-Butyl 4-((6-oxo-4-phenylpyrimidin-1(6H)-yl)methyl)piperidine-1-carboxylate